ClC=1C=CC(=C(C1)C(CC(=O)NC)N1CCN(CC1)C)F 3-(5-chloro-2-fluorophenyl)-N-methyl-3-(4-methylpiperazin-1-yl)propanamide